dimethyl 4-nitro-1H-indene-2,2(3H)-dicarboxylate [N+](=O)([O-])C1=C2CC(CC2=CC=C1)(C(=O)OC)C(=O)OC